4-((5-chloro-7-(2-((3-(cyclopropylmethyl)-5-fluoro-2,6-dioxo-3,6-dihydropyrimidin-1(2H)-yl)methyl)thieno[3,2-b]pyridin-7-yl)-1H-indol-1-yl)methyl)piperidine-4-carbonitrile ClC=1C=C2C=CN(C2=C(C1)C1=C2C(=NC=C1)C=C(S2)CN2C(N(C=C(C2=O)F)CC2CC2)=O)CC2(CCNCC2)C#N